acetophenone-O-2-tetrahydropyranyl oxime O1C(CCCC1)ON=C(C)C1=CC=CC=C1